N-[[4-(4-amino-1-cyclopentyl-pyrazolo[3,4-D]pyrimidin-3-yl)phenyl]methyl]-5-chloro-2-methoxy-benzamide NC1=C2C(=NC=N1)N(N=C2C2=CC=C(C=C2)CNC(C2=C(C=CC(=C2)Cl)OC)=O)C2CCCC2